N1(CCC2=CC=CC=C12)CCNS(=O)(=O)C1=CC=C(C=C1)OC N-(2-(indolin-1-yl)ethyl)-4-methoxybenzenesulfonamide